ClC=1C=NN(C1CC1N(C(C2=CC=CC=C12)=O)CC1CC2(C1)OC(NC2)=O)C 2-((1-((4-chloro-1-methyl-1H-pyrazol-5-yl)methyl)-3-oxoisoindolin-2-yl)methyl)-5-oxa-7-azaspiro[3.4]octan-6-one